FC(C)(F)C=1C(=C(C=CC1)C(C)NC1=CC(=NC=C1)C)F 4-((1-(3-(1,1-difluoroethyl)-2-fluorophenyl)ethyl)amino)-2-methylpyridin